8-((tert-butyldiphenylsilyl)oxy)-2-hydroxy-2-methyloctanoic acid [Si](C1=CC=CC=C1)(C1=CC=CC=C1)(C(C)(C)C)OCCCCCCC(C(=O)O)(C)O